(3R)-1-[(4R)-7,8-difluoro-3,4-dihydro-2H-1-benzopyran-4-yl]-3-(2-methylphenyl)piperazine FC1=C(C2=C([C@@H](CCO2)N2C[C@H](NCC2)C2=C(C=CC=C2)C)C=C1)F